FC1=CC=C(CNC(=O)C2=CN=C(O2)C2=CC(=CC=C2)C2=CC(=NN2)C(NC(CC)CC)=O)C=C1 N-(4-Fluorobenzyl)-2-(3-(3-(Pentan-3-Ylcarbamoyl)-1H-Pyrazol-5-yl)Phenyl)Oxazole-5-Carboxamide